(4-bromophenyl)sulfonyl-piperidin-3-ol BrC1=CC=C(C=C1)S(=O)(=O)N1CC(CCC1)O